CC=1C=CC=2N(C(NNC2)=O)C1 7-Methyl-2,3-dihydro-4H-pyrido[1,2-d][1,2,4]triazin-4-one